2-(1-(cyclopropylsulfonyl)-1H-pyrazol-4-yl)-N-(5-((1-(2,2-difluoroethyl)-1H-pyrazol-4-yl)ethynyl)-4-(4-((dimethylamino)methyl)-4-methylpiperidin-1-yl)pyridin-2-yl)pyrimidin-4-amine C1(CC1)S(=O)(=O)N1N=CC(=C1)C1=NC=CC(=N1)NC1=NC=C(C(=C1)N1CCC(CC1)(C)CN(C)C)C#CC=1C=NN(C1)CC(F)F